4-(3-((6-Iodoquinolin-4-yl)amino)-5-methoxyphenyl)piperazin-2-one tert-butyl-2-[4-(chlorosulfonyl)-3,5-dimethoxyphenyl]piperidine-1-carboxylate C(C)(C)(C)OC(=O)N1C(CCCC1)C1=CC(=C(C(=C1)OC)S(=O)(=O)Cl)OC.IC=1C=C2C(=CC=NC2=CC1)NC=1C=C(C=C(C1)OC)N1CC(NCC1)=O